O=C1NC(CCC1N1C(C2=CC=C(C=C2C1=O)N1CCC2(CCCN(C2)CC2CCN(CC2)C2=C(C=C(C(=C2)OC)[N+](=O)[O-])C=2C=NN(C2)C)CC1)=O)=O 2-(2,6-dioxopiperidin-3-yl)-5-(2-((1-(5-methoxy-2-(1-methyl-1H-pyrazol-4-yl)-4-nitrophenyl)piperidin-4-yl)methyl)-2,9-diazaspiro[5.5]undecan-9-yl)isoindoline-1,3-dione